[5-(1-cyclopropylethyl)-1H-pyrazol-3-yl][(1R,5S,6r)-6-(5,5-dimethyl-4,5-dihydro-1,2-oxazol-3-yl)-6-methyl-3-azabicyclo[3.1.0]hex-3-yl]methanone C1(CC1)C(C)C1=CC(=NN1)C(=O)N1C[C@H]2C([C@H]2C1)(C)C1=NOC(C1)(C)C